NC1=C2N=CN(C2=NC(=N1)Cl)[C@@H]1O[C@@H]([C@@H]([C@H]1O)C#C)CO[Si](C1=CC=CC=C1)(C1=CC=CC=C1)C(C)(C)C (2r,3r,4r,5s)-2-(6-amino-2-chloro-9H-purin-9-yl)-5-((((tert-butyldiphenyl-silyl))oxy)methyl)-4-ethynyl-tetrahydrofuran-3-ol